FC(C1=NC=CC=C1OC1CC2(CC1)CCN(CC2)C(=O)OC(C)(C)C)(F)F tert-butyl 2-{[2-(trifluoromethyl)pyridin-3-yl]oxy}-8-azaspiro[4.5]decane-8-carboxylate